C1(CC1)OC=1C=CC2=C(C(=NO2)N)C1 5-cyclopropyloxybenzo[d]isoxazol-3-amine